2-amino-3-(1H-tetrazol-5-yl)propanoic acid NC(C(=O)O)CC1=NN=NN1